ClC1=C(C=C(C=C1)NC=1C2=C(N=CN1)C=NC(=C2)OC2CN(C2)C(C=C)=O)C2CC2 1-(3-((4-((4-chloro-3-cyclopropylphenyl)amino)-pyrido[3,4-d]pyrimidin-6-yl)oxy)azetidin-1-yl)prop-2-en-1-one